N[C@H]1CN(C[C@@H](C1)F)C(=O)C1=CC2=C(N(C(=N2)C2=CC=3C(=NC(=CC3)C=3C(=C(C=CC3)O)OC)N2CC2CC2)C)C(=C1)OC 3-(2-{5-[(3R,5R)-3-amino-5-fluoropiperidine-1-carbonyl]-7-methoxy-1-methyl-1H-1,3-benzodiazol-2-yl}-1-(cyclopropylmethyl)-1H-pyrrolo[2,3-b]pyridin-6-yl)-2-methoxyphenol